6-(7-(difluoromethyl)-6-(1-methyl-1H-pyrazol-4-yl)-3,4-dihydroquinolin-1(2H)-yl)-4-(dimethylamino)-1,3-dimethyl-1H-benzo[d]imidazol-2(3H)-one FC(C1=C(C=C2CCCN(C2=C1)C=1C=C(C2=C(N(C(N2C)=O)C)C1)N(C)C)C=1C=NN(C1)C)F